Methyl 4-bromo-2-((1-((t-butoxycarbonyl) amino) cyclopropyl) methoxy)-6-methylbenzoate BrC1=CC(=C(C(=O)OC)C(=C1)C)OCC1(CC1)NC(=O)OC(C)(C)C